O=C1NC(CCC1N1C(C2=CC=CC(=C2C1=O)NCC=1N=NN(C1)CCCCCCCCCC(=O)O)=O)=O 10-[4-[[[2-(2,6-dioxo-3-piperidyl)-1,3-dioxo-isoindolin-4-yl]amino]methyl]triazol-1-yl]decanoic acid